FC1=C(C=CC(=C1F)C1=NOC(=N1)C(F)(F)F)CNC(CC(F)(F)F)=O N-((2,3-difluoro-4-[5-(trifluoromethyl)-1,2,4-oxadiazol-3-yl]phenyl)methyl)-3,3,3-trifluoro-propanamide